CC1=C(C=CC=C1)NC(CC1=CC=C(C=C1)C1=CC=2N(C=C1)N=CN2)=O N-(2-Methylphenyl)-2-[4-([1,2,4]triazolo[1,5-a]pyridin-7-yl)phenyl]acetamide